C(C)C=1C=NN2C1N=C(C=C2NCC=2C=CC(=NC2)O)N2C(CCCC2)CCO 5-(((3-ethyl-5-(2-(2-hydroxyethyl)piperidin-1-yl)pyrazolo[1,5-a]pyrimidin-7-yl)amino)methyl)pyridin-2-ol